(R)-5-(4-fluorophenyl)-1-isopropyl-N-(5-((3-((1-methoxypropan-2-yl)amino)-1H-pyrazolo-[3,4-b]pyridin-4-yl)-oxy)pyridin-2-yl)-4-oxo-1,4-dihydropyridine-3-carboxamide FC1=CC=C(C=C1)C=1C(C(=CN(C1)C(C)C)C(=O)NC1=NC=C(C=C1)OC1=C2C(=NC=C1)NN=C2N[C@@H](COC)C)=O